C(C1=CC=CC=C1)(C1=CC=CC=C1)(C1=CC=CC=C1)SC1=CC=C(C=C1)CC(=O)O 4-(tritylthio)phenylacetic acid